C1(CC1)C1CN(CC1)C=1C=2N(N=C(C1)C=1C(NC(NC1)=O)=O)C=CN2 5-(8-(3-cyclopropylpyrrolidin-1-yl)imidazo[1,2-b]pyridazin-6-yl)pyrimidine-2,4(1H,3H)-dione